2-[4-[1-[6-[3-(trifluoromethyl)-1,2,4-triazol-1-yl]-2-azaspiro[3.3]heptane-2-carbonyl]azetidin-3-yl]phenyl]benzamide FC(C1=NN(C=N1)C1CC2(CN(C2)C(=O)N2CC(C2)C2=CC=C(C=C2)C2=C(C(=O)N)C=CC=C2)C1)(F)F